ICCCC#CCCCCCC(OCCCCCCC)OCCCCCCC 11-iodo-1,1-diheptyloxy-7-undecayne